C(CC(O)(C(=O)O)CC(=O)O)(=O)O.FC1=CC=C(C=C1)NC(=N)NC[C@@]1(CN(CC1)C(C)(C)C=1C=NC(=CC1)C)CCC=1SC(=CC1)F |o1:25| (R or S)-1-(4-fluorophenyl)-3-((3-(2-(5-fluoro-thiophen-2-yl)ethyl)-1-(2-(6-methylpyridin-3-yl)propan-2-yl)pyrrolidin-3-yl)methyl)guanidine citrate